Methyl (4-nitro-2-(trifluoromethoxy) phenyl) carbonate C(OC)(OC1=C(C=C(C=C1)[N+](=O)[O-])OC(F)(F)F)=O